O=C(C(=O)O\C=C/C(C)=O)C (Z)-3-oxobut-1-en-1-yl 2-oxopropanoate